ClC1=CC(=C(C=C1)[C@H]1C=CC=2C=CC=3CCN(CC3C2O1)CC1=NC2=C(N1C[C@H]1OCC1)C=C(C=C2OC)C(=O)O)F (((R)-2-(4-chloro-2-fluorophenyl)-7,10-dihydro-2H-pyrano[3,2-H]isoquinolin-9(8H)-yl)methyl)-4-methoxy-1-(((S)-oxetan-2-yl)methyl)-1H-benzo[d]imidazole-6-carboxylic acid